N1CC(C1)COC1=C2C(=NC(=C1)Cl)C1(OCC2)COCC1 4'-(azetidin-3-ylmethoxy)-2'-chloro-4,5,5',6'-tetrahydro-2H-spiro[furan-3,8'-pyrano[3,4-b]pyridine]